P(=O)(O)(O)O[C@@H](C(=O)O)[C@@H](O)[C@H](O)[C@H](O)CO.BrC1=C(C=C(C=C1)C1=C(C(=NN1C1=C(C=C(C=C1)[N+](=O)[O-])C)NC(C)(C)C)C(=O)N)OC 5-(4-bromo-3-methoxy-phenyl)-3-(tert-butylamino)-1-(2-methyl-4-nitro-phenyl)pyrazole-4-carboxamide Phosphogluconate